(3R)-3-{4-[(2R)-pent-2-yloxy]phenyl}hex-4-ynoic acid C[C@H](CCC)OC1=CC=C(C=C1)[C@@H](CC(=O)O)C#CC